3-(3,4-dimethoxyphenyl)-1-[3-(2-hydroxyethoxy)phenyl]propan-1-one COC=1C=C(C=CC1OC)CCC(=O)C1=CC(=CC=C1)OCCO